3-[(1-methyl-1H-imidazol-2-yl)thio]-2-propenoic acid-triacontyl ester C(CCCCCCCCCCCCCCCCCCCCCCCCCCCCC)OC(C=CSC=1N(C=CN1)C)=O